FC1=CN(C=C1F)C1=CC(=C(C=C1)N1N=C(C(C(=C1)OC)=O)C1=CC=NN1C1=CC=CC=C1)F 1-[4-(3,4-difluoro-1H-pyrrol-1-yl)-2-fluorophenyl]-5-methoxy-3-(1-phenyl-1H-pyrazol-5-yl)pyridazin-4(1H)-one